(+-)-N-(3-aminopropyl)-N,N-dimethyl-2,3-bis(cis-9-tetradecyloxy)-1-propylammonium bromide [Br-].NCCC[N+](C)(C)CC(COC(CCCCCCCC)CCCCC)OC(CCCCCCCC)CCCCC